(S)-5-((diethoxyphosphoryl)fluoromethyl)benzo[b]thiophene-2-carboxylic acid C(C)OP(=O)(OCC)[C@@H](C1=CC2=C(SC(=C2)C(=O)O)C=C1)F